C1(=CC=CC2=CC=CC=C12)C1=CC=C(C=C1)N(C1=CC=C(C=C1)Br)C1=CC=C(C=C1)C1=CC=CC2=CC=CC=C12 Bis(4-naphthalen-1-yl-phenyl)-4-bromophenyl-amine